N-[3-[6-(2-thienyl)imidazo[1,2-b]pyridazin-3-yl]phenyl]acetamide S1C(=CC=C1)C=1C=CC=2N(N1)C(=CN2)C=2C=C(C=CC2)NC(C)=O